2-[[4-(tetrahydropyran-4-ylamino)benzoyl]amino]-4-tetrahydronaphthalen-2-yl-thiophene-3-carboxylic acid O1CCC(CC1)NC1=CC=C(C(=O)NC=2SC=C(C2C(=O)O)C2CC3=CC=CC=C3CC2)C=C1